N-[2-(dimethylamino)ethyl]-4-[5-(4-fluorophenyl)-1-[2-(trifluoromethyl)phenyl]pyrrol-2-yl]benzamide hydrochloride Cl.CN(CCNC(C1=CC=C(C=C1)C=1N(C(=CC1)C1=CC=C(C=C1)F)C1=C(C=CC=C1)C(F)(F)F)=O)C